C(C(C)C)NC(=S)NC=1C=NC2=CC=CC=C2C1 1-isobutyl-3-quinolin-3-ylthiourea